COC=1C=C2C(=NC=NC2=CC1OCCCN1[C@H]2CN([C@@H](C1)C2)C)C2=CC=C(C=C2)NC(CC2=CC=C(C=C2)C(F)(F)F)=O N-(4-(6-methoxy-7-(3-((1R,4R)-5-methyl-2,5-diazabicyclo[2.2.1]heptan-2-yl)propoxy)quinazolin-4-yl)phenyl)-2-(4-(trifluoromethyl)phenyl)acetamide